(R)-(5-(1-cyclobutyl-1H-pyrazol-4-yl)-1,3,4-oxadiazol-2-yl)(4-(4-methylpyrazolo[1,5-a]pyridin-2-yl)-6,7-dihydro-1H-imidazo[4,5-c]pyridin-5(4H)-yl)methanone C1(CCC1)N1N=CC(=C1)C1=NN=C(O1)C(=O)N1[C@H](C2=C(CC1)NC=N2)C2=NN1C(C(=CC=C1)C)=C2